5-((7-Ethyl-1,3-dimethyl-2-oxo-1,2-dihydroquinolin-5-yl)oxy)-5'-methyl-[2,3'-bipyridine]-6'-carboxylic acid C(C)C1=CC(=C2C=C(C(N(C2=C1)C)=O)C)OC=1C=CC(=NC1)C=1C=NC(=C(C1)C)C(=O)O